4-hydroxy-1-isobutyl-N-(3-(4-methylpiperazin-1-yl)phenyl)-2-oxo-1,2-dihydroquinoline-3-carboxamide formate salt C(=O)O.OC1=C(C(N(C2=CC=CC=C12)CC(C)C)=O)C(=O)NC1=CC(=CC=C1)N1CCN(CC1)C